N'-(2,5-dimethyl-4-((3-(methylthio)phenyl)amino)phenyl)-N-ethyl-N-methylformimidamide CC1=C(C=C(C(=C1)NC1=CC(=CC=C1)SC)C)N=CN(C)CC